selenium bismuth (III) telluride [Bi+]=[Te].[Se+2]